5-[[2-(2,6-dioxopiperidin-3-yl)-1,3-dioxoisoindol-5-yl]oxy]pentanal O=C1NC(CCC1N1C(C2=CC=C(C=C2C1=O)OCCCCC=O)=O)=O